NC1=NC=CC(=C1)C1=NC(=CC(=N1)N=S(=O)(C)C)N1[C@@H](COCC1)C (R)-((2-(2-aminopyridin-4-yl)-6-(3-methyl-morpholino)pyrimidin-4-yl)imino)dimethyl-λ6-sulfanone